2-(4-(2,2-dimethyl-4-oxo-1,2,3,4,5,6-hexahydrobenzo[a]phenanthridin-5-yl)-2-methoxyphenoxy)acetic acid CC1(CC(C=2C(NC=3C=CC4=C(C3C2C1)C=CC=C4)C4=CC(=C(OCC(=O)O)C=C4)OC)=O)C